methyl ((7S,10S,13S)-7,10-dimethyl-6,9,12-trioxo-2,5,8,11-tetraazatetradec-13-yl)carbamate C[C@@H](C(NCCNC)=O)NC([C@@H](NC([C@H](C)NC(OC)=O)=O)C)=O